2-amino-3-bromobenzonitrile NC1=C(C#N)C=CC=C1Br